(S)-2-amino-2-phenylacetamide N[C@H](C(=O)N)C1=CC=CC=C1